1,1,1,3,3,3-Hexafluoro-2-propanolat FC(C(C(F)(F)F)[O-])(F)F